(2S,3R)-2-Amino-3-hydroxy-4-methyl-N-[3-methyl-4-(1H-pyrrolo[2,3-b]pyridin-4-yl)phenyl]pentanamide N[C@H](C(=O)NC1=CC(=C(C=C1)C1=C2C(=NC=C1)NC=C2)C)[C@@H](C(C)C)O